NC1=CC=C(C=C1)S(=O)(=O)N(CC1=CC=C(C=C1)F)CC1=C(C=CC=C1)F 4-amino-N-(2-fluorobenzyl)-N-(4-fluorobenzyl)benzenesulfonamide